(R)-1'-(2-(5-Amino-4-chloro-3-(pyrimidin-2-yl)-1H-pyrazol-1-yl)acetyl)-6-chloro-5-fluorospiro[benzo[d][1,3]oxazine-4,3'-piperidin]-2(1H)-one NC1=C(C(=NN1CC(=O)N1C[C@@]2(CCC1)C1=C(NC(O2)=O)C=CC(=C1F)Cl)C1=NC=CC=N1)Cl